N1(CCNCCC1)C1=CN=C(C(=N1)C1=CC(=C(C#N)C=C1)F)C1=CC2=CN(N=C2C=C1)C 4-(6-(1,4-diazepan-1-yl)-3-(2-methyl-2H-indazol-5-yl)pyrazin-2-yl)-2-fluorobenzonitrile